2-fluoro-6-(phenoxy-4-d)benzonitrile FC1=C(C#N)C(=CC=C1)OC1=CC=C(C=C1)[2H]